tert-Butyl 4-(5-hydroxypyrimidin-2-yl)-1,4-diazepane-1-carboxylate OC=1C=NC(=NC1)N1CCN(CCC1)C(=O)OC(C)(C)C